C1(=CC=CC=C1)C1=NC(=NC(=N1)C1=CC=CC=C1)C1=C(C=C(C=C1)OCCCCCC)O 2-(4,6-diphenyl-1,3,5-triazin-2-yl)-5-hexoxy-phenol